F[C@H]1C[C@@H](N(C1)CC1=C2N=CC=NC2=CC=C1)C(=O)NC1=CC=C(C=C1)C=1C=NC=CC1 (2R,4S)-4-fluoro-N-(4-(pyridin-3-yl)phenyl)-1-(quinoxalin-5-ylmethyl)pyrrolidine-2-carboxamide